FC1=C(CC2=NC3=C(N2CCOC)C=C(C=C3)C(=O)O)C=C(C(=C1)C1=NC(=CC=C1)OCC=1C=CC=3N(C1)C=CN3)F 2-(2,5-difluoro-4-(6-(imidazo[1,2-a]pyridin-6-ylmethoxy)pyridin-2-yl)benzyl)-1-(2-methoxyethyl)-1H-benzo[d]imidazole-6-carboxylic acid